C1(=CC=CC=C1)SC(C(C(=C)Br)(F)F)C1=CC=CC=C1 3-bromo-2,2-difluoro-1-phenylbut-3-en-1-yl phenyl sulfide